OC1=C(N(S(C2=C1C=CC=C2)(=O)=O)C)C(=O)NC2=NC=CC=C2 4-Hydroxy-2-methyl-N-(pyridin-2-yl)-2H-benzo[e][1,2]thiazine-3-carboxamide 1,1-dioxide